1,3-Dihydro-pyrrolo[3,4-c]pyridine-2-carboxylic acid 4-benzenesulfonyl-benzylamide C1(=CC=CC=C1)S(=O)(=O)C1=CC=C(CNC(=O)N2CC=3C=NC=CC3C2)C=C1